5-Methoxy-N-(pyridin-3-yl)-1,8,10-triazatricyclo[7.4.0.02,7]trideca-2(7),3,5,8,10,12-hexaene-11-carboxamide COC=1C=CC=2N3C=CC(=NC3=NC2C1)C(=O)NC=1C=NC=CC1